C(N)(=O)C1=C(C(=CC(=C1)C#N)C)NC(=O)C=1N(N=C(C1)COCC1=CC=C(C=C1)Cl)C1=NC=CC=C1Cl N-(2-carbamoyl-4-cyano-6-methyl-phenyl)-5-[(4-chlorophenyl)methoxymethyl]-2-(3-chloro-2-pyridyl)pyrazole-3-carboxamide